C(C)(C)(C)C1=CC=C(CS(=O)NC(C2=C(C=C(C=C2)C2=NOC(C2)(C(F)(F)F)C2=CC(=C(C(=C2)Cl)F)Cl)C)=O)C=C1 N-((4-(tert-butyl)benzyl)sulfinyl)-4-(5-(3,5-dichloro-4-fluorophenyl)-5-(trifluoromethyl)-4,5-dihydroisoxazol-3-yl)-2-methylbenzamide